BrCC1=C(C=CC=C1)Cl 2-(bromomethyl)-1-chlorobenzene